CNS(=O)(=O)C1=CC=CC=2N=CNC21 4-(N-methylsulfamoyl)benzimidazole